COC1=C2C=CC=NC2=C(C=C1)S(=O)(=O)NC1=C(C=CC=C1)C#CC=1C=CC(=NC1)C(=O)O 5-{2-[2-(5-methoxyquinoline-8-sulfonamido)phenyl]ethynyl}pyridine-2-carboxylic acid